BrC=1C=CC(=C(COC2OCCCC2)C1)SC ((5-bromo-2-(methylthio)benzyl)oxy)tetrahydro-2H-pyran